3-(8-Aminoimidazo[1,2-a]pyrazin-3-yl)-N-(trans-4-hydroxycyclohexyl)-N,4-dimethylbenzenesulfonamide NC=1C=2N(C=CN1)C(=CN2)C=2C=C(C=CC2C)S(=O)(=O)N(C)[C@@H]2CC[C@H](CC2)O